ClC=1C=C(OC2CCC(CC2)NC(=O)C2=CC=C(N=N2)N2CCC(CC2)CN2CCN(CC2)C(=O)OC(C)(C)C)C=CC1C#N tert-Butyl 4-((1-(6-((1r,4r)-4-(3-Chloro-4-cyanophenoxy)cyclohexyl carbamoyl)pyridazin-3-yl)piperidin-4-yl)methyl)piperazine-1-carboxylate